C1=CC=CC=2C3=CC=CC=C3C(C12)COC(=O)N([C@@H]1C(N(C[C@@H]2C[C@@H]2C1)[C@H](C(=O)N(CC(=O)O)C)CC1=CC=C(C=C1)C(F)(F)F)=O)C N-((S)-2-((1R,5S,7R)-5-((((9H-fluoren-9-yl)methoxy)carbonyl)(methyl)amino)-4-oxo-3-azabicyclo[5.1.0]octan-3-yl)-3-(4-(trifluoromethyl)phenyl)propanoyl)-N-methylglycine